C(C)(C)(C)OC(=O)N1C[C@@H](C[C@@H](C1)NC=1C2=C(N=CN1)N(C=C2)C(C2=CC=CC=C2)(C2=CC=CC=C2)C2=CC=CC=C2)CO[Si](C)(C)C(C)(C)C.FC(C2=NC=CC(=C2)C2=C(C(=O)N)C=CC=C2)(F)F [2-(trifluoromethyl)pyridin-4-yl]benzamide tert-butyl-(3R,5S)-3-(((tert-butyldimethylsilyl)oxy)methyl)-5-((7-trityl-7H-pyrrolo[2,3-d]pyrimidin-4-yl)amino)piperidine-1-carboxylate